C(C)OC(=O)C1=NC(=NC(=C1)C)N1CC(C(CC1)(F)F)C=C 2-(4,4-difluoro-3-vinylpiperidin-1-yl)-6-methylpyrimidine-4-carboxylic acid ethyl ester